C(CCCCCCO)CO hexylene-dimethanol